3,6-Bis(carbazol-9-yl)-9-(2-ethyl-hexyl)-9H-carbazole C1=CC=CC=2C3=CC=CC=C3N(C12)C=1C=CC=2N(C3=CC=C(C=C3C2C1)N1C2=CC=CC=C2C=2C=CC=CC12)CC(CCCC)CC